1-ethyl-3-(5-((1-(2-fluoro-6-(1H-pyrazol-1-yl)pyridin-3-yl)piperidin-4-yl)methyl)-1-methyl-1H-imidazol-2-yl)urea C(C)NC(=O)NC=1N(C(=CN1)CC1CCN(CC1)C=1C(=NC(=CC1)N1N=CC=C1)F)C